C(C)(C)(C)OC(=O)N1[C@H](C[C@@H](C1)OC1=CC(=C(C=C1)OC(F)F)OCC1CC1)CO (2R,4S)-4-(3-(cyclopropylmethoxy)-4-(difluoromethoxy)phenoxy)-2-hydroxymethylpyrrolidine-1-carboxylic acid tert-butyl ester